N-(2-acetyl-5-chloro-3-fluorophenyl)-5-cyano-2-(methylthio)benzamide C(C)(=O)C1=C(C=C(C=C1F)Cl)NC(C1=C(C=CC(=C1)C#N)SC)=O